FC1=C(C(=CC=2C3=C(C(=NC12)O[C@@H](C)[C@H]1N(CCC1)C)N=NN3[C@@H]3C[C@H](NCC3)CC#N)C)C3=CN=C(C1=CC=CC=C31)C 2-((2S,4S)-4-(6-fluoro-8-methyl-7-(1-methylisoquinolin-4-yl)-4-((S)-1-((S)-1-methylpyrrolidin-2-yl)ethoxy)-1H-[1,2,3]triazolo[4,5-c]quinolin-1-yl)piperidin-2-yl)acetonitrile